CC([C@@H](C1=CC=CC=C1)N)C (S)-2-methyl-1-phenylpropylamine